NCC1=CC=C(CNC2=CC=C(C=N2)C2=NC=3N(C(N(C(C3N2)=O)C2CC2)=O)CCC)C=C1 8-(6-((4-(Aminomethyl)benzyl)amino)pyridine-3-yl)-1-cyclopropyl-3-propylxanthine